BrC=1C=CC(=C(C(=O)NC2=CC=CC=C2)C1)O 5-bromo-2-hydroxy-N-phenylbenzamide